7-methyl-N-(3,4,5-trifluorophenyl)-2,3,3a,4,10,10a-hexahydro-1H,7H-dipyrrolo[3,4-b:3',4'-f][1,4,5]oxathiazocine-8-carboxamide 5,5-dioxide CN1C(=C2OCC3C(NS(C2=C1)(=O)=O)CNC3)C(=O)NC3=CC(=C(C(=C3)F)F)F